2-(2,4-difluorophenyl)-1-(5-(5-fluoropyrimidin-2-yl)hexahydropyrrolo[3,4-c]pyrrol-2(1H)-yl)-3-(1H-1,2,4-triazol-1-yl)propan-2-ol FC1=C(C=CC(=C1)F)C(CN1CC2CN(CC2C1)C1=NC=C(C=N1)F)(CN1N=CN=C1)O